C(OC1=CC=CC2=CC=CC=C12)(Cl)=S Carbonochloridothioic acid, O-1-naphthalenyl ester